4-chloro-2-((3-methylpiperidin-1-yl-2,2,6,6-d4)methyl)-1-((2-(trimethylsilyl)ethoxy)methyl)-1,6-dihydro-7H-pyrrolo[2,3-c]pyridin-7-one ClC=1C2=C(C(NC1)=O)N(C(=C2)CN2C(C(CCC2([2H])[2H])C)([2H])[2H])COCC[Si](C)(C)C